C(#N)C=1C(=NC=CC1)SC(C(C1=CC=CC=C1)C(C#N)C#N)CC 2-[2-[(3-cyano-2-pyridinyl)sulfanyl]-1-phenyl-butyl]malononitrile